(E,Z)-8,10-Tetradecadienyl acetate C(C)(=O)OCCCCCCC\C=C\C=C/CCC